2-bromo-5-methoxy-4-(methoxy-d3)benzoic acid BrC1=C(C(=O)O)C=C(C(=C1)OC([2H])([2H])[2H])OC